6-amino-3-bromo-1,7-dimethylquinolin-4(1H)-one NC=1C=C2C(C(=CN(C2=CC1C)C)Br)=O